ClC1=C(C=2N(C=C1)C=NC2\C=N/S(=O)C(C)(C)C)F (Z)-N-((7-chloro-8-fluoroimidazo[1,5-a]pyridin-1-yl)methylene)-2-methylpropane-2-sulfinamide